4-((8-methyl-2,3-dihydro-1H-pyrido[2,3-b][1,4]oxazin-7-yl)amino)-2-oxo-N-(4-(4-pivaloylpiperazin-1-yl)phenyl)-1,2-dihydropyridine-3-carboxamide CC1=C(C=NC=2OCCNC21)NC2=C(C(NC=C2)=O)C(=O)NC2=CC=C(C=C2)N2CCN(CC2)C(C(C)(C)C)=O